ClC=1C=C(C=C(C1)Cl)C1=CC=C(C=C1)C(\C=C\C=1C=C2N=CC=NC2=CC1)=O (E)-1-(3',5'-dichloro-[1,1'-biphenyl]-4-yl)-3-(quinoxalin-6-yl)prop-2-en-1-one